C(C)(C)(C)OC(=O)N1[C@@H]2C(NC[C@H]1CC2)=O (1S,5R)-2-oxo-3,8-diazabicyclo[3.2.1]octane-8-carboxylic acid tert-butyl ester